NC(CN1[C@@H]2[C@H](C=3C=CC=C(C13)Br)CN(CC2)C(=O)OCC)=O (4aS,9bR)-ethyl 5-(2-amino-2-oxoethyl)-6-bromo-3,4,4a,5-tetrahydro-1H-pyrido[4,3-b]indole-2(9bH)-carboxylate